acryloyloxymethyl-3-trifluoromethylpropylene oxide C(C=C)(=O)OCC1C(CC(F)(F)F)O1